3-bromo-7-(4-(tert-butyl)naphthalen-2-yl)thieno[2,3-c]Pyridine BrC1=CSC2=C(N=CC=C21)C2=CC1=CC=CC=C1C(=C2)C(C)(C)C